OC1=NC=NC(=C1)C 4-hydroxy-6-methylpyrimidine